N,N-bis(2-hydroxyethyl)-3H-benzo[b]azepine-4-carboxamide OCCN(C(=O)C1=CC2=C(N=CC1)C=CC=C2)CCO